FC1=C(C(=O)NC=2C(=CC3=C(N(C(=N3)CCC(C)(C)O)C)C2)OC)C=CC=C1C(F)(F)F 2-Fluoro-N-(2-(3-hydroxy-3-methylbutyl)-5-methoxy-1-methyl-1H-benzo[d]imidazol-6-yl)-3-(Trifluoromethyl)benzamide